3-(6-amino-2-fluoro-8-((3-fluoro-6-iodo-2,3-dihydro-1H-inden-5-yl)methyl)-9H-purin-9-yl)-N-methylpropanamide NC1=C2N=C(N(C2=NC(=N1)F)CCC(=O)NC)CC=1C=C2C(CCC2=CC1I)F